C(N)(OC1=C(C(=C(C(=C1)C(O)C=1C2=C(SC1)C=CC=C2)OC)C(C)(C)C)F)=O (tert-butyl 5-(benzo[b]thiophen-3-yl (hydroxy) methyl)-2-fluoro-4-methoxyphenyl) carbamate